1-{5-chloro-2-[(3S)-3,4-dimethylpiperazin-1-yl]pyridin-4-yl}-N-(2-{imidazo[1,2-a]pyridin-3-yl}propan-2-yl)azetidine-3-carboxamide ClC=1C(=CC(=NC1)N1C[C@@H](N(CC1)C)C)N1CC(C1)C(=O)NC(C)(C)C1=CN=C2N1C=CC=C2